N1=C(C=CC=C1)C Picolin